6-amino-2-butoxy-9-((5-((3-hydroxypyrrolidin-1-yl)methyl)thiophen-2-yl)methyl)-7,9-dihydro-8H-purin-8-one NC1=C2NC(N(C2=NC(=N1)OCCCC)CC=1SC(=CC1)CN1CC(CC1)O)=O